CS(=O)(=O)C1=CC=C(C=C1)NC1=NC=C2C(=N1)N(N=C2)C(C)C=2N=NC=CC2 N-(4-(methylsulfonyl)phenyl)-1-(1-(pyridazin-3-yl)ethyl)-1H-pyrazolo[3,4-d]pyrimidin-6-amine